FC=1C=C(C=C2CCN(CC12)C)CN1N=C(C(=C1)C(=O)NCC1=C(C(=CC=C1N1N=NC(=C1)C)OC)F)COC 1-[(8-fluoro-2-methyl-3,4-dihydro-1H-isoquinolin-6-yl)methyl]-N-{[2-fluoro-3-methoxy-6-(4-methyl-1,2,3-triazol-1-yl)phenyl]methyl}-3-(methoxymethyl)pyrazole-4-carboxamide